CC(/C=C/C(C(=O)O)NC(C1=CN=C(C=C1)OC1=CC=CC=C1)=O)(C)C (E)-5,5-dimethyl-2-(6-phenoxynicotinoylamino)-3-hexenoic acid